[N+](=O)([O-])C=1C=CC(=NC1)C#N 5-nitropyridinecarbonitrile